2,3-difluoro-N-[4-fluoro-5-(2-morpholin-4-ylpyrimidin-5-yl)-2-[(3R,5S)-3,4,5-trimethylpiperazin-1-yl]phenyl]-5-hydroxybenzamide FC1=C(C(=O)NC2=C(C=C(C(=C2)C=2C=NC(=NC2)N2CCOCC2)F)N2C[C@H](N([C@H](C2)C)C)C)C=C(C=C1F)O